FC1=C(C=CC(=C1F)OC)C1=CN=C2N1C=CN=C2NC2=CC(=C(C(=O)N(CCC1CCNCC1)C)C=C2)C 4-((3-(2,3-difluoro-4-methoxyphenyl)imidazo[1,2-a]pyrazin-8-yl)amino)-N,2-dimethyl-N-(2-(piperidin-4-yl)ethyl)benzamide